5-(dimethylamino)-2-methyl-1-pentene CN(CCCC(=C)C)C